N1C(=CC=2C=NC=CC21)CNC(CN2C(=NC=C(C2=O)NC(=O)C2=CC=C(C=C2)C2=CC=CC=C2)C2=CC=CC=C2)=O N-(1-(2-(((1H-pyrrolo[3,2-c]pyridin-2-yl)methyl)amino)-2-oxoethyl)-6-oxo-2-phenyl-1,6-dihydropyrimidin-5-yl)-[1,1'-biphenyl]-4-carboxamide